C(C)(C)(C)N(C(O)=O)[C@H](COC1=C(C=C(C=C1)C1=CC(=NC=C1)C)C#N)CC(C)OC.FC(OC1=CC=C(C=C1)N1C(OCC1)=O)(F)F 3-(4-(trifluoromethoxy)phenyl)oxazolidin-2-one (S)-tert-butyl-(1-(2-cyano-4-(2-methylpyridin-4-yl)phenoxy)-4-methoxypentan-2-yl)carbamate